(4-(4-amino-7-isopropylimidazo[5,1-f][1,2,4]triazin-5-yl)-3-ethoxy-5-fluorobenzyl)-5-fluoro-2-methoxybenzamide NC1=NC=NN2C1=C(N=C2C(C)C)C2=C(C=C(CC=1C(=C(C(=O)N)C=C(C1)F)OC)C=C2F)OCC